2-(7-((2s,5r)-4-(1-(2-(1,1-difluoroethyl)-4-fluorophenyl)ethyl)-2,5-dimethylpiperazin-1-yl)-4-methyl-5-oxo-4,5-dihydro-2H-pyrazolo[4,3-b]pyridin-2-yl)acetonitrile FC(C)(F)C1=C(C=CC(=C1)F)C(C)N1C[C@@H](N(C[C@H]1C)C=1C=2C(N(C(C1)=O)C)=CN(N2)CC#N)C